3-[(2E)-3-{4-[2-(dimethylamino)ethoxy]phenyl}prop-2-enoyl]-4-phenyl-1,2-dihydro-1,7-naphthyridin-2-one CN(CCOC1=CC=C(C=C1)/C=C/C(=O)C=1C(NC2=CN=CC=C2C1C1=CC=CC=C1)=O)C